Tert-butyl (4-methoxy-3-propionylpyrazolo[1,5-a]pyridin-5-yl)carbamate COC=1C=2N(C=CC1NC(OC(C)(C)C)=O)N=CC2C(CC)=O